3-chloro-2-[2-(difluoromethyl)pyridin-4-yl]-5H,6H,7H-pyrazolo[1,5-a]pyrazin-4-one ClC=1C(=NN2C1C(NCC2)=O)C2=CC(=NC=C2)C(F)F